C(C)(C1=C(C(=CC(=C1)CCCC)C(C)(C)C)O)C1=C(C(=CC(=C1)CCCC)C(C)(C)C)O 2,2'-ethylidenebis(4-n-butyl-6-t-butylphenol)